CC=1\C(\C(N(N1)C1=CC=CC=C1)=O)=C/C1=CC=C(C=C1)Br (E)-5-methyl-4-(4-bromobenzylidene)-2-phenyl-2,4-dihydro-3H-pyrazol-3-one